6-bromo-3-(1,6-naphthyridin-8-yl)thieno[3,2-d]pyrimidine-2,4(1H,3H)-dione BrC1=CC=2NC(N(C(C2S1)=O)C=1C=NC=C2C=CC=NC12)=O